N-methyl-D-norvalinamide CNC([C@H](N)CCC)=O